1-(furan-2-yl)prop-2-ene-1-one O1C(=CC=C1)C(C=C)=O